C1(=CC=CC=2C3=CC=CC=C3CC12)COC(=O)N[C@@H](CCCCNC(=O)OC(C)(C)C)C(=O)O N-fluorenylmethoxycarbonyl-N'-t-butoxycarbonyl-L-lysine